2,4-diamino-4-(2-(methylamino)ethyl)aniline NC1=C(N)C=CC(C1)(CCNC)N